3-ethylheptyl-4-methylbenzene-1-sulfonic acid anion C(C)C(CCC1=C(C=CC(=C1)C)S(=O)(=O)[O-])CCCC